N-((3R,5R)-1-(8-((3S,5R)-3,5-Dimethylpiperazin-1-yl)imidazo[1,5-a]pyrazin-3-yl)-5-fluoropiperidin-3-yl)-5-(trifluoromethyl)pyrimidin-2-amine C[C@H]1CN(C[C@H](N1)C)C=1C=2N(C=CN1)C(=NC2)N2C[C@@H](C[C@H](C2)F)NC2=NC=C(C=N2)C(F)(F)F